Cl.IC=1C=C(C=CC1)NNC(CC)=O 2-(3-iodophenyl)-N-methylacetylhydrazine hydrochloride